[Li].N1=C(C=CC=C1)N1CCCCC1 pyridin-2-yl-piperidin lithium